FC(C=1C2=CN(N=C2C(=C(C1)C#CC1=CC=C(C=C1)C=O)C)C(C(=O)NC=1SC=CN1)C1=C2N(C=N1)C1(CC1)CC2)F 2-[4-(difluoromethyl)-6-[2-(4-formylphenyl)ethynyl]-7-methyl-indazol-2-yl]-2-spiro[6,7-dihydropyrrolo[1,2-c]imidazole-5,1'-cyclopropane]-1-yl-N-thiazol-2-yl-acetamide